heneicosyl chloride C(CCCCCCCCCCCCCCCCCCCC)Cl